CC(C)(C#CC(C)(OOC(C)(C)C)C)OOC(C)(C)C 2,5-dimethyl-2,5-di-(t-butylperoxy)hexyn